1-(6Z,9Z,12Z-octadecatrienoyl)-2-(11Z,14Z-eicosadienoyl)-glycero-3-phosphoserine C(C=CC=C\C=C/CCCCCCCCCCC)(=O)OCC(OC(C=CC=CCCCCCCCCCCCCCCC)=O)COP(=O)(O)OC[C@H](N)C(=O)O